4-[2-[[(1R,2R)-2-(Dimethylamino)cyclopentyl]amino]oxazolo[4,5-b]pyridin-5-yl]-3-hydroxy-5-methyl-benzonitrile CN([C@H]1[C@@H](CCC1)NC=1OC=2C(=NC(=CC2)C2=C(C=C(C#N)C=C2C)O)N1)C